FC(C=1C(=NC=CC1)N1NCCC1)(F)F 3-trifluoromethyl-2-(pyrazolidin-1-yl)pyridine